N1CCC(CC1)OC=1C=CC(=C(C1)C=1OC=NN1)C(F)(F)F 2-(5-(piperidin-4-yloxy)-2-(trifluoromethyl)phenyl)-1,3,4-oxadiazole